C(C1=CC(=C(C(=C1)C(C)C)N)C(C)C)C1=CC(=C(C(=C1)C(C)C)N)C(C)C 4,4'-methylene-bis[2,6-bis(1-methylethyl)benzeneamine]